4-((4-((4-(2,4-difluorophenyl)piperazin-1-yl)methyl)-2-methylbenzyl)amino)-2-(2,6-dioxopiperidin-3-yl)isoindoline-1,3-dione FC1=C(C=CC(=C1)F)N1CCN(CC1)CC1=CC(=C(CNC2=C3C(N(C(C3=CC=C2)=O)C2C(NC(CC2)=O)=O)=O)C=C1)C